(+)-(S)-ethyl 2-(2-((7-(2-((1,1-dimethylethylsulfinamido)methyl)-3-fluoropyridin-4-yl)benzofuran-5-yl)methoxy)-4-methoxyphenyl)acetate CC(C)([S@](=O)NCC1=NC=CC(=C1F)C1=CC(=CC=2C=COC21)COC2=C(C=CC(=C2)OC)CC(=O)OCC)C